C(C)SC1(N=NN=N1)CC#N 5-ethylmercaptotetrazole-acetonitrile